(1S,4R,5R)-6,8-Dioxabicyclo[3.2.1]octan-4-aminium hydrochloride Cl.[C@H]12CC[C@H]([C@H](OC1)O2)[NH3+]